(4Z)-4-(1,3-Benzoxazol-6-ylmethylene)-2-[[(1R)-1-(hydroxymethyl)-3-methyl-butyl]amino]-1H-imidazol-5-one O1C=NC2=C1C=C(C=C2)\C=C\2/N=C(NC2=O)N[C@H](CC(C)C)CO